(4,6-dichloropyridin-2-yl)(3,4-dihydroisoquinolin-2(1H)-yl)methanone ClC1=CC(=NC(=C1)Cl)C(=O)N1CC2=CC=CC=C2CC1